N[C@@H]1[C@H]2CN([C@@H](C1)C2)C2=NC(=NC=1NC3=C(C=C(C=C3C12)F)NC)OC=1C=C2C(=NC1)SC=N2 |&1:1| 4-((1R,4R,SR)-5-amino-2-azabicyclo[2.2.1]heptan-2-yl)-6-fluoro-N-methyl-2-(thiazolo[5,4-b]pyridin-6-yloxy)-9H-pyrimido[4,5-b]indol-8-amine